[NH4+].[NH4+].[Mn+2] Manganese-diammonium salt